FC1=CC=C(C=C1)NC=1N(C2=NC(=NC=C2N1)NC1CCOCC1)C1CCC(CC1)C(=O)OC Methyl (1s,4s)-4-(8-((4-fluorophenyl)amino)-2-((tetrahydro-2H-pyran-4-yl)amino)-9H-purin-9-yl)cyclohexane-1-carboxylate